OC1=C(C=C(C=C1)C=1N=C2N(C=CN=C2)C1NC=1C=C(C(=O)O)C=CC1)OC 3-[[2-(4-hydroxy-3-methoxyphenyl)imidazo[1,2-a]pyrazin-3-yl]amino]benzoic acid